(2R,4R)-N1-(4-chlorophenyl)-N2-(5-(1-(4-cyanophenyl)-3-cyclopropyl-1-((S)-1,1-dimethylethyl-sulfonamido)propyl)-2-fluorophenyl)-4-hydroxypyrrolidine-1,2-dicarboxamide ClC1=CC=C(C=C1)NC(=O)N1[C@H](C[C@H](C1)O)C(=O)NC1=C(C=CC(=C1)C(CCC1CC1)(NS(=O)(=O)C(C)(C)C)C1=CC=C(C=C1)C#N)F